oxazolene O1N=CCC1